trans-2-(4-(4-(3-(2,6-dioxopiperidin-3-yl)-1-methyl-1H-indazol-6-yl)piperidin-1-yl)cyclohexyl)acetic acid O=C1NC(CCC1C1=NN(C2=CC(=CC=C12)C1CCN(CC1)[C@@H]1CC[C@H](CC1)CC(=O)O)C)=O